Ethyl (1R,2R,3aS,10aR)-5-fluoro-1-formyl-2-(tetrahydro-2H-pyran-2-yloxy)-2,3,3a,9,10,10a-hexahydro-1H-benzo[b]cyclopenta[f]oxepin-6-carboxylate FC1=C(C=CC2=C1O[C@@H]1[C@H](CC2)[C@H]([C@@H](C1)OC1OCCCC1)C=O)C(=O)OCC